FC=1C=C2C(=C(/C(/C2=CC1)=C/C1=CC=C(C=C1)OC1=CC=C(C=C1)F)C)CC=CC(=O)O 4-(5-fluoro-1-((Z)-4-(4-fluorophenoxy)benzylidene)-2-methyl-1H-inden-3-yl)but-2-enoic acid